C(CC)N1N=NC=2C1=NC(=CC2)NC(OC(C)(C)C)=O tert-butyl (3-propyl-3H-[1,2,3]triazolo[4,5-b]pyridin-5-yl)carbamate